2-Fluoro-3-(1-hydroxy-2-methylpropyl)benzonitrile FC1=C(C#N)C=CC=C1C(C(C)C)O